3-benzylamino-N,N-diethyl-propanamide (1R,3S)-3-(5-amino-1-(tert-butyl)-1H-pyrazol-3-yl)cyclopentyl-pyrrolidine-1-carboxylate NC1=CC(=NN1C(C)(C)C)[C@@H]1C[C@@H](CC1)OC(=O)N1CCCC1.C(C1=CC=CC=C1)NCCC(=O)N(CC)CC